COCCN (2-(methyloxy)ethyl)amine